FC1=C(C=CC=C1F)C(=O)N1CCC2(CO2)CC1 (2,3-difluorophenyl)(1-oxa-6-azaspiro[2.5]oct-6-yl)methanone